(E)-Ethyl 3-(4-((E)-2-(4-bromophenyl)-1-(1-(tetrahydro-2H-pyran-2-yl)-1H-indazol-5-yl)but-1-en-1-yl)phenyl)acrylate BrC1=CC=C(C=C1)/C(=C(/C=1C=C2C=NN(C2=CC1)C1OCCCC1)\C1=CC=C(C=C1)/C=C/C(=O)OCC)/CC